FC1=C(NC)C(=CC=C1C)[N+](=O)[O-] 2-fluoro-N,3-dimethyl-6-nitroaniline